tert-Butylperoxy-2-ethylhexyl carbonate C(OC(C(CCCC)CC)OOC(C)(C)C)([O-])=O